methyl (4R)-2-(2-(chloromethyl)allyl)-4-methoxypyrrolidin-2-carboxylate ClCC(CC1(NC[C@@H](C1)OC)C(=O)OC)=C